NC1=C(N=NC(=C1)C1=C(C=CC(=C1)Cl)F)C1CCN(CC1)C(=O)OC(C)(C)C tert-butyl 4-[4-amino-6-(5-chloro-2-fluorophenyl)pyridazin-3-yl]piperidine-1-carboxylate